7-chloro-4-(methylamino)-5-(oxetan-3-ylmethoxy)-1-phenylquinazolin-2(1H)-one ClC1=CC(=C2C(=NC(N(C2=C1)C1=CC=CC=C1)=O)NC)OCC1COC1